2-((1r,4r)-2-oxa-5-azabicyclo[2.2.1]hept-5-yl)-N-(6-(1-methyl-1H-1,2,3-triazol-4-yl)isoquinolin-3-yl)acetamide [C@H]12OC[C@H](N(C1)CC(=O)NC=1N=CC3=CC=C(C=C3C1)C=1N=NN(C1)C)C2